C(C)OC(C)N1N=CC(=C1)C1=CC=CC=2N1N=C(N2)N 5-(1-(1-ethoxyethyl)-1H-pyrazol-4-yl)-[1,2,4]triazolo[1,5-a]pyridin-2-amine